3-((((9H-fluoren-9-yl)methoxy)carbonyl)amino)-2-hydroxypropionic acid C1=CC=CC=2C3=CC=CC=C3C(C12)COC(=O)NCC(C(=O)O)O